FC1=CC=C(C(=O)NC2=NNC3=C(C=CC=C23)C)C=C1 4-fluoro-N-(7-methyl-1H-indazol-3-yl)benzamide